6-[(1S,4R,5R)-5-{[5-cyclopropyl-3-(2,6-dichlorophenyl)-1,2-oxazol-4-yl]methoxy}-3-oxo-2-azabicyclo[2.2.1]heptan-2-yl]pyridazine-3-carboxylic acid C1(CC1)C1=C(C(=NO1)C1=C(C=CC=C1Cl)Cl)CO[C@H]1[C@@H]2C(N([C@H](C1)C2)C2=CC=C(N=N2)C(=O)O)=O